C(C)(C)C=1C(=CC2=C(N(C(N2)=O)C2CCC(CC2)N2CCCC2)C1)C=1C=C(C=2N(C1)N=CN2)OC 6-Isopropyl-5-(8-methoxy-[1,2,4]triazolo[1,5-a]pyridin-6-yl)-1-(4-(pyrrolidin-1-yl)cyclohexyl)-1,3-dihydro-2H-benzo[d]imidazol-2-on